C(CC(C)C)C(C(=O)O)CC.C(CC(C)C)OC(CCC)=O.BrCC(=O)C(=CCC)C(CBr)=O bis-bromoacetyl-butene ISOAMYL-BUTYRATE (isopentyl-butanoate)